CC1=CC=C(C(=O)N2CC3(C2)CC(C3)NC(=O)NCC3=CC=NC=C3)C=C1 1-(2-(4-methylbenzoyl)-2-azaspiro[3.3]hept-6-yl)-3-(pyridin-4-ylmethyl)urea